N-(4-((1R,5S)-3,8-diazabicyclo[3.2.1]octan-3-yl)-8-fluoro-7-(3-hydroxynaphthalen-1-yl)quinazolin-2-yl)-3-hydroxypropanamide [C@H]12CN(C[C@H](CC1)N2)C2=NC(=NC1=C(C(=CC=C21)C2=CC(=CC1=CC=CC=C21)O)F)NC(CCO)=O